NN([C@@H](CC(N)=O)C(=O)O)C1[C@H](O)[C@@H](O)[C@H](O)[C@H](O1)CO aminoglucosyl-L-asparagine